(R)-3-(ethoxymethoxy)-4-(4-(piperidin-3-ylamino)-5,6,7,8-tetrahydrophthalazin-1-yl)benzonitrile C(C)OCOC=1C=C(C#N)C=CC1C1=NN=C(C=2CCCCC12)N[C@H]1CNCCC1